1-{2-[(dimethylcarbamoyl)amino]acetyl}-4-fluoro-N-{phenyl[5-(propan-2-yl)pyridin-2-yl]methyl}pyrrolidine-2-carboxamide CN(C(=O)NCC(=O)N1C(CC(C1)F)C(=O)NC(C1=NC=C(C=C1)C(C)C)C1=CC=CC=C1)C